BrC1=CC=C(C(=N1)[N+](=O)[O-])OCC(=O)OCC ethyl 2-[(6-bromo-2-nitro-3-pyridyl)oxy]acetate